N-(2-(5-((4-Cyclohexylpiperazin-1-yl)methyl)benzo[d]oxazol-2-yl)phenyl)-2-naphthamide C1(CCCCC1)N1CCN(CC1)CC=1C=CC2=C(N=C(O2)C2=C(C=CC=C2)NC(=O)C2=CC3=CC=CC=C3C=C2)C1